C(C)(C)C1(CN(C1)C1=NC(=CC2=C1N=C(N=C2)NC2=C(C=C(C=C2)C2=NN=CN2C)OC)C)C#N 3-isopropyl-1-(2-((2-methoxy-4-(4-methyl-4H-1,2,4-triazol-3-yl)phenyl)amino)-6-methylpyrido[3,4-d]pyrimidin-8-yl)azetidine-3-carbonitrile